ClC=1C=C2C(=NC(=NC2=C(C1C1=C2C=NNC2=CC=C1C)F)OCCCN1CCOCC1)N1CCN(CC1)C(C=C)=O 1-(4-(6-chloro-8-fluoro-7-(5-methyl-1H-indazol-4-yl)-2-(3-morpholino-propoxy)quinazolin-4-yl)piperazin-1-yl)prop-2-en-1-one